C(C)(SC=CCSCC1=CC=C(C=C1)C(F)(F)F)=O S-(3-((4-(trifluoromethyl)benzyl)thio)prop-1-en-1-yl) ethanethioate